4-Ethyl-7-(2-hydroxyethoxy)-8-(1,2,3,4-tetrahydroquinolin-1-carbonyl)-2H-chromen-2-one C(C)C1=CC(OC2=C(C(=CC=C12)OCCO)C(=O)N1CCCC2=CC=CC=C12)=O